hydroxylmethyl-glutaryl-CoA OCC(C(=O)SCCNC(CCNC([C@@H](C(COP(OP(OC[C@@H]1[C@H]([C@H]([C@@H](O1)N1C=NC=2C(N)=NC=NC12)O)OP(=O)(O)O)(=O)O)(=O)O)(C)C)O)=O)=O)CCC(=O)O